3-[[6,7-Dichloro-3-(1-tetrahydropyran-2-ylpyrazol-4-yl)-1H-indol-4-yl]oxy]cyclobutanol ClC1=CC(=C2C(=CNC2=C1Cl)C=1C=NN(C1)C1OCCCC1)OC1CC(C1)O